2,4,5-trifluoro-3-iodoaniline FC1=C(N)C=C(C(=C1I)F)F